C1=C(C=CC2=CC=CC=C12)C1=C2C=CC=CC2=C(C2=CC=CC=C12)C1=CC=C(C=C1)N1C(=NC2=C1C=CC=C2)C2=CC=CC=C2 1-(4-(10-(naphthalene-2-yl)anthracen-9-yl)phenyl)-2-phenyl-1H-benzo[d]imidazole